(R)-4-(tert-butoxy)-2-((5-fluoropyridin-2-yl)methyl)-4-oxobutanoic acid C(C)(C)(C)OC(C[C@H](C(=O)O)CC1=NC=C(C=C1)F)=O